O1C(=CC=C1)C(=O)N1C[C@H](CC1)NC=1C2=C(N=CN1)C=CC(=N2)C=2C=C(C(=NC2)OC)C(F)(F)F (S)-4-(1-(2-furoyl)pyrrolidin-3-yl)amino-6-(2-methoxy-3-trifluoromethylpyridin-5-yl)pyrido[3,2-d]pyrimidine